FC1=C(C=C(C=C1)F)[C@@H]1N(OCC1)C1=CC(=NC=N1)NC=1C(=CC(=C(C1)NC(C=C)=O)N1CCC(CC1)N1C[C@H](CC1)N(C)C)OC N-(5-((6-((R)-3-(2,5-difluorophenyl)-isoxazolidine-2-yl)pyrimidine-4-yl)amino)-2-(4-((S)-3-(dimethylamino)pyrrolidine-1-yl)piperidine-1-yl)-4-methoxyphenyl)acrylamide